OC1CNCCCC1 3-hydroxyazepan